N-Fmoc-(3R,4R)-3-Amino-4-tert-butoxy-pentanoic acid C(=O)(OCC1C2=CC=CC=C2C2=CC=CC=C12)N[C@H](CC(=O)O)[C@@H](C)OC(C)(C)C